tert-butyl ((2-chloro-[1,1'-biphenyl]-4-yl)methyl)(3-oxo-3-((3-((6-(tetrahydro-2H-pyran-4-yl)-1H-indazol-4-yl)amino)propyl)amino)propyl)carbamate ClC1=C(C=CC(=C1)CN(C(OC(C)(C)C)=O)CCC(NCCCNC1=C2C=NNC2=CC(=C1)C1CCOCC1)=O)C1=CC=CC=C1